ClC1=CC(=C2C(=N1)CN(C2=O)C2C(NC(CC2)=O)=O)OC 3-(2-chloro-4-methoxy-5-oxo-5,7-dihydro-6H-pyrrolo[3,4-b]pyridin-6-yl)piperidine-2,6-dione